Ethyl 2-[6-(2-methoxyethyl) pyridin-3-yl]pyrazolo[1,5-a]pyrimidine-3-carboxylate COCCC1=CC=C(C=N1)C1=NN2C(N=CC=C2)=C1C(=O)OCC